CC1=NC(=CC(=C1)C=1NC2=CC=C(C=C2C1C(C)C)C1CCC(CC1)=O)C 4-(2-(2,6-Dimethylpyridin-4-yl)-3-isopropyl-1H-indol-5-yl)cyclohexanon